ethyl 2-chloro-4-cyclopropylpyridine-3-carboxylate ClC1=NC=CC(=C1C(=O)OCC)C1CC1